5-[[4-chloro-2-[(3-hydroxyazetidin-1-yl)methyl]-5-[(1S)-4-phenylindan-1-yl]oxy-phenoxy]methyl]pyridine-3-carbonitrile ClC1=CC(=C(OCC=2C=C(C=NC2)C#N)C=C1O[C@H]1CCC2=C(C=CC=C12)C1=CC=CC=C1)CN1CC(C1)O